O=S1(NC(=CC2=C1C=CS2)C(=O)NC2=NC=CC=C2)=O 1,1-dioxo-N-pyridin-2-yl-thieno[2,3-e]thiazine-3-carboxamide